N-[1-{1-(Cyclopropanecarbonyl)azetidin-3-yl}-3-(pyridine-2-yl)-1H-pyrazol-4-yl]-5-(1H-pyrazol-4-yl)furan-2-carboxamide, Formate Salt C(=O)O.C1(CC1)C(=O)N1CC(C1)N1N=C(C(=C1)NC(=O)C=1OC(=CC1)C=1C=NNC1)C1=NC=CC=C1